2-{6-[(3r,5s)-3,5-dimethylpiperazin-1-yl]pyridazin-3-yl}-5-(1-methyl-1H-indazol-5-yl)pyridin-3-ol dihydrochloride Cl.Cl.C[C@@H]1CN(C[C@@H](N1)C)C1=CC=C(N=N1)C1=NC=C(C=C1O)C=1C=C2C=NN(C2=CC1)C